OC(C=O)C(C(C(C(CO)O)O)O)O 2,3,4,5,6,7-hexahydroxyheptanal